C(C(C)C)[O-] isobutyl alcoholate